2-((1-cyclopentyl-5-(1-(oxetan-3-yl)piperidin-4-yl)-1H-pyrazol-3-yl)amino)isonicotinonitrile C1(CCCC1)N1N=C(C=C1C1CCN(CC1)C1COC1)NC=1C=C(C#N)C=CN1